C(C=C)(=O)OCCOCCOC diethylene glycol monomethyl ether acrylate